[Cl-].[Cl-].CC=1C(C=C(C1)C)[Si](C)(C)[Zr+2]C1C(=CC2=C(C=CC=C12)C1=CC=C(C=C1)C(C)(C)C)C 2,4-dimethylcyclopentadienyl-dimethylsilyl-2-methyl-4-(4'-tert-butylphenyl)indenyl-zirconium dichloride